ClC1=C(C(=O)NCC2[C@@H]3CN(C[C@H]23)C2=NC=C(C=C2)C=2C=3N(C=C(C2)C=2C=NN(C2)C)N=CC3C#N)C(=CC=C1)F 2-chloro-N-(((1R,5S,6s)-3-(5-(3-cyano-6-(1-methyl-1H-pyrazol-4-yl)pyrazolo[1,5-a]pyridin-4-yl)pyridin-2-yl)-3-azabicyclo[3.1.0]hexan-6-yl)methyl)-6-fluorobenzamide